FCC(C1=CC=C(C=C1)F)NC(OC(C)(C)C)=O tert-butyl [2-fluoro-1-(4-fluorophenyl)ethyl]carbamate